(S)-4-methyl-2-(phenylsulfonylamino)pentanoic acid CC(C[C@@H](C(=O)O)NS(=O)(=O)C1=CC=CC=C1)C